ClC1=CC=C2C(=C(C=NC2=C1)C(C(F)(F)F)=O)N(C)C 1-(7-chloro-4-(dimethylamino)quinolin-3-yl)-2,2,2-trifluoroethanone